N[C@@H](CC(=O)OCC)C1=CC2=C(CCO2)C=C1 (S)-Ethyl 3-amino-3-(2,3-dihydrobenzofuran-6-yl)propanoate